COC1=C(C=C(C=C1)S(=O)(=O)C=1NC2=CC(=CC=C2C1C)Br)[N+]1(CCN(CC1)C(C(Cl)(Cl)Cl)=O)[O-] 1-(2-methoxy-5-((6-bromo-3-methyl-1H-indol-2-yl)sulfonyl)phenyl)-4-(2,2,2-trichloroacetyl)piperazine 1-oxide